3-(6-fluoro-1-oxo-5-(2,7-diazaspiro[3.5]nonan-2-yl)isoindolin-2-yl)piperidine FC1=C(C=C2CN(C(C2=C1)=O)C1CNCCC1)N1CC2(C1)CCNCC2